tert-butyl (R)-6-fluoro-1,4-diazepane-1-carboxylate F[C@@H]1CNCCN(C1)C(=O)OC(C)(C)C